[Ca+2].P(=O)([O-])([O-])[O-].S1C=NC2=C1C=CC=C2.P(=O)([O-])([O-])[O-].[Ca+2].[Ca+2] benzothiazole phosphate compound with calcium